pyrazolo[4,3-b]pyridine 4-oxide N1N=CC2=[N+](C=CC=C21)[O-]